4-bromo-5-methyl-thiophene-2-carboxylic acid (4-bromo-phenyl)-amide BrC1=CC=C(C=C1)NC(=O)C=1SC(=C(C1)Br)C